FCC12OCC(C1)(C2)N2N=C1N=C(C(=CC1=C2)C(=O)OC)OC(C)C methyl 2-(1-(fluoromethyl)-2-oxabicyclo[2.1.1]hexan-4-yl)-6-isopropoxy-2H-pyrazolo[3,4-b]pyridine-5-carboxylate